C(C)(C)(C)[Si](OC1=CC=C(C=C1)NC=1C=NN(C1)C(F)F)(C)C N-[4-[tert-butyl-(dimethyl)silyl]oxyphenyl]-1-(difluoromethyl)pyrazol-4-amine